COC=1C=C2CCN(C3(C2=CC1OC)C(NC1=CC=C(C=C13)[N+](=O)[O-])=O)C 6',7'-Dimethoxy-2'-methyl-5-nitro-3',4'-dihydro-2'H-spiro[indoline-3,1'-isoquinolin]-2-one